2-(3-((1s,3s)-3-methoxy-1-(4-methyl-4H-1,2,4-triazol-3-yl)cyclobutyl)-5-(oxetan-3-yloxy)phenyl)-6-(((1-methylcyclobutyl)amino)methyl)-4-(trifluoromethyl)isoindolin-1-one COC1CC(C1)(C1=NN=CN1C)C=1C=C(C=C(C1)OC1COC1)N1C(C2=CC(=CC(=C2C1)C(F)(F)F)CNC1(CCC1)C)=O